C[Si](C#CCCC#C[Si](C)(C)C)(C)C trimethyl[6-(trimethylsilyl)-1,5-hexadiynyl]silane